6-(6-(4-(2-(3-((3r,5r,7r)-adamantan-1-yl)propanamido)ethyl)piperazin-1-yl)pyridin-3-yl)-N-((4,6-dimethyl-2-oxo-1,2-dihydropyridin-3-yl)methyl)-1-isopropyl-1H-indazole-4-carboxamide C12(CC3CC(CC(C1)C3)C2)CCC(=O)NCCN2CCN(CC2)C2=CC=C(C=N2)C=2C=C(C=3C=NN(C3C2)C(C)C)C(=O)NCC=2C(NC(=CC2C)C)=O